NC1=C(C=C(N=N1)C1=C(C=CC=C1)O)N1CC(CCC1)OC1=CC=CC=C1 2-(6-amino-5-(3-phenoxypiperidin-1-yl)pyridazin-3-yl)phenol